C(CCC)C=1N(C2=C(C=NC=3C=C(C=CC23)C(=O)O)N1)CC1=CC=C(C=C1)CN(C)C 2-butyl-1-(4-((dimethylamino)methyl)benzyl)-1H-imidazo[4,5-c]Quinoline-7-carboxylic acid